CN(S(=O)(=O)C=1C=C(C=CC1)NC1=NC2=C(C=3N1C(=NN3)C(=O)O)C=NC=C2)C 5-((3-(N,N-dimethylsulfamoyl)phenyl)amino)pyrido[3,4-e][1,2,4]triazolo[4,3-c]pyrimidine-3-carboxylic acid